ClC=1C=CC=C2C(C(=CNC12)C(=O)NC1=C(C=CC=C1)OC)=O 8-Chloro-N-(2-methoxyphenyl)-4-oxo-1H-quinoline-3-carboxamide